(5RS)-2-[4-(Methylsulfanyl)benzyl]-3-oxo-2,3,5,6,7,8-hexahydro[1,2,4]triazolo[4,3-a]pyridin CSC1=CC=C(CN2N=C3N(CCCC3)C2=O)C=C1